N-(3-((6-chloro-3-((1-methyl-1H-pyrazol-4-yl)amino)-1,2,4-triazin-5-yl)amino)-4-fluorophenyl)acrylamid ClC1=C(N=C(N=N1)NC=1C=NN(C1)C)NC=1C=C(C=CC1F)NC(C=C)=O